OC1C(N(CC1)C(C=C)=O)C(=O)N 3-hydroxy-1-prop-2-enoylpyrrolidine-2-carboxamide